C12N(CC(NC1)CC2)C=2C1=C(N=C(N2)OC([2H])([2H])[C@@]23CCCN3C[C@H](C2)F)C(=C(N=C1)C=1C=C(C=C(C1C1CC1)F)O)F 3-(4-(2,5-Diazabicyclo[2.2.2]octan-2-yl)-8-fluoro-2-(((2S,7aR)-2-fluorotetrahydro-1H-pyrrolizin-7a(5H)-yl)methoxy-d2)pyrido[4,3-d]pyrimidin-7-yl)-4-cyclopropyl-5-fluorophenol